S(CC=1C=C(C(=O)OC)C=CC1)CC=1C=C(C(=O)OC)C=CC1 Dimethyl 3,3'-(thiobis(methylene))dibenzoate